[N].CC1(CC=CN1)C 5,5-dimethylpyrroline nitrogen